C(CC)(=O)OCC\C=C/CC (Z)-3-hexenyl propanoate